B(O)(O)CC[C@@H]1CC[C@H]([C@](C1)(C(=O)O)NCC)CNC([C@H](C)NC(=O)OC(C)(C)C)=O (1R,2S,5R)-5-(2-Boronoethyl)-2-(((S)-2-((tert-butoxycarbonyl)amino)propanamido)methyl)-1-(ethylamino)cyclohexane-1-carboxylic acid